butyl 3-(2-amino-4-fluoropyridin-3-yl)propanoate NC1=NC=CC(=C1CCC(=O)OCCCC)F